COC(=O)C1=CC2=C(S1)C=CC=C2N2N=NC(=C2)CNC(=O)OC(C)(C)C.BrC2=CC(=NC=C2)S(=O)(=O)N(CC2=C(C=C(C=C2)OC)OC)CC2=C(C=C(C=C2)OC)OC 4-Bromo-N,N-bis(2,4-dimethoxybenzyl)pyridinesulfonamide methyl-4-(4-(((tert-butoxycarbonyl)amino)methyl)-1H-1,2,3-triazol-1-yl)benzo[b]thiophene-2-carboxylate